C1NC(CC12CCSCC2)=O 8-thia-2-azaspiro[4.5]decane-3-one